3-((5-(cyclopropanecarbonyl)-7H-pyrrolo[2,3-d]pyrimidin-4-yl)amino)azetidine-1-carboxylic acid tert-butyl ester C(C)(C)(C)OC(=O)N1CC(C1)NC=1C2=C(N=CN1)NC=C2C(=O)C2CC2